m-xylylenebislinoleic acid amide C1(=CC(=CC=C1)CCCCCC\C=C/C\C=C/CCCCCCCC(=O)N)CCCCCC\C=C/C\C=C/CCCCCCCC(=O)N